ClC=1C=C(C=C(C1)C1=CC(=CC=C1)CC(=O)N1CC2=C(CCC1)N=C(NC2=O)C2(CC2)C2=CC(=CC=C2)Cl)C#N 5-chloro-3'-(2-(2-(1-(3-chlorophenyl)cyclopropyl)-4-oxo-3,4,5,7,8,9-hexahydro-6H-pyrimido[5,4-c]azepin-6-yl)-2-oxoethyl)-[1,1'-biphenyl]-3-carbonitrile